C(CCCCCCC=C)(=O)O.C(CCCCCCC=C)(=O)O.C(CCCCCCC=C)(=O)O.[Al] aluminium tris(8-nonenoic acid)